(2S)-3-(2,2-difluorocyclopropyl)-2-[(4-methoxy-1H-indole-2-carbonyl)amino]propanoic acid FC1(C(C1)C[C@@H](C(=O)O)NC(=O)C=1NC2=CC=CC(=C2C1)OC)F